4-(9-(7-(difluoromethyl)-6-(1-methyl-1H-pyrazol-4-yl)-3,4-dihydroquinolin-1(2H)-yl)-2,3,4,5-tetrahydro-1H-benzo[c]azepine-7-yl)-1-ethylpiperidin-2-one FC(C1=C(C=C2CCCN(C2=C1)C1=CC(=CC2=C1CNCCC2)C2CC(N(CC2)CC)=O)C=2C=NN(C2)C)F